[C@H]12C[C@@H](C[C@H](C=CC1)C2)C(OC(=O)N[C@H](C(=O)N[C@H](C(S(=O)(=O)[O-])O)C[C@H]2C(NCC2)=O)CC(C)C)([2H])[2H].[Na+] Sodium (2S)-2-((S)-2-(((((1S,3S,5R)-bicyclo[3.3.1]non-6-en-3-yl)methoxy-d2)carbonyl) amino)-4-methylpentanamido)-1-hydroxy-3-((S)-2-oxopyrrolidin-3-yl)propane-1-sulfonate